(3R,6S)-6-[5-[3-cis-(trifluoromethoxy)cyclobutyl]-1,3,4-oxadiazol-2-yl]tetrahydropyran-3-amine TFA Salt OC(=O)C(F)(F)F.FC(OC1(CCC1)C1=NN=C(O1)[C@@H]1CC[C@H](CO1)N)(F)F